1-trimethoxysilyl-8-(dimethylamino)(methyldimethoxysilylpropylamino)methylsilyl-octane CO[Si](C(CCCCCCCN(C)C)[SiH2]CNCCC[Si](OC)(OC)C)(OC)OC